trans-6-chloro-7-(3-fluorophenyl)-N2-(4-hydroxy-4-methyl-cyclohexyl)-3,4-dihydropyrrolo[1,2-a]pyrazine-2,8(1H)-dicarboxamide ClC1=C(C(=C2N1CCN(C2)C(=O)NC2CCC(CC2)(C)O)C(=O)N)C2=CC(=CC=C2)F